tert-butyl (R,E)-(3-bromo-2-(((tert-butylsulfinyl)imino)methyl)-5-chlorothieno[3,2-b]pyridin-7-yl)(thiophen-2-ylmethyl)carbamate BrC1=C(SC=2C1=NC(=CC2N(C(OC(C)(C)C)=O)CC=2SC=CC2)Cl)/C=N/[S@](=O)C(C)(C)C